3-bromo-1-(4-methoxyphenyl)-1H-pyrazole BrC1=NN(C=C1)C1=CC=C(C=C1)OC